6-(5-(((5-cyclopropyl-1,2,4-oxadiazol-3-yl)oxy)methyl)-1-methyl-1H-1,2,3-Triazol-4-yl)-2-methylpyridin-3-ol C1(CC1)C1=NC(=NO1)OCC1=C(N=NN1C)C1=CC=C(C(=N1)C)O